BrCC(=O)OCC(COC(CBr)=O)(CBr)CBr 2,2-bis(bromomethyl)propane-1,3-diyl di(bromoacetate)